CN(CCCN(CC(C)O)CCCN(C)C)C 1-(bis(3-(dimethylamino)propyl)amino)propan-2-ol